CC(=CC(=O)SCCNC(CCNC([C@@H](C(COP(OP(OC[C@@H]1[C@H]([C@H]([C@@H](O1)N1C=NC=2C(N)=NC=NC12)O)OP(=O)(O)O)(=O)O)(=O)O)(C)C)O)=O)=O)C 3-methyl-2-butenoyl-CoA